ClC1=NC=CC(=C1NC(OC(C)(C)C)=O)C1=NC=C(C=C1F)F tert-butyl (2'-chloro-3,5-difluoro-[2,4'-bipyridin]-3'-yl)carbamate